tert-butyl 4-[7-({8-fluoro-2-methylimidazo[1,2-a]pyridin-6-yl} carbamoyl)-2-(1-hydroxypropan-2-yl)indazol-4-yl]piperazine-1-carboxylate FC=1C=2N(C=C(C1)NC(=O)C1=CC=C(C3=CN(N=C13)C(CO)C)N1CCN(CC1)C(=O)OC(C)(C)C)C=C(N2)C